1-(4-(4-Amino-2,5-dichlorophenyl)piperazin-1-yl)-2,2,2-trifluoroethane-1-one NC1=CC(=C(C=C1Cl)N1CCN(CC1)C(C(F)(F)F)=O)Cl